9-((2R,4S,5R)-5-((bis(4-methoxyphenyl)(phenyl)methoxy)methyl)-4-hydroxytetrahydrofuran-2-yl)-9H-purin-6-yl diphenylcarbamate C1(=CC=CC=C1)N(C(OC1=C2N=CN(C2=NC=N1)[C@@H]1O[C@@H]([C@H](C1)O)COC(C1=CC=CC=C1)(C1=CC=C(C=C1)OC)C1=CC=C(C=C1)OC)=O)C1=CC=CC=C1